FC1=C(C(=CC=C1C)O[C@H]1C[C@@H](CC1)NC)C1=CC(=NN1)NC=1N=CC(=NC1)C#N 5-((5-(2-fluoro-3-methyl-6-(((1R,3R)-3-(methylamino)cyclopentyl)oxy)phenyl)-1H-pyrazol-3-yl)amino)pyrazine-2-carbonitrile